BrC1=C(C(=CC(=C1)C(C(F)(F)F)(C(F)(F)F)F)C(F)(F)F)NC(C1=C(C(=CC=C1)N(C(C1=CC=CC=C1)=O)CC1CCCCC1)F)=O N-[2-bromo-4-(1,1,1,2,3,3,3-heptafluoropropan-2-yl)-6-trifluoromethylphenyl]-3-[N-(cyclohexylmethyl)benzamido]-2-fluorobenzamide